((1s,3s)-3-Hydroxy-3-methylcyclobutyl)(6-((6-(trifluoromethyl)-1H-pyrrolo[2,3-b]pyridin-1-yl)methyl)-2-azaspiro[3.3]heptan-2-yl)methanon OC1(CC(C1)C(=O)N1CC2(C1)CC(C2)CN2C=CC=1C2=NC(=CC1)C(F)(F)F)C